(S)-1-[2-(7-Bromobenzo[d]isoxazol-3-yl)phenyl]-2-(pyridine-2-yl)ethan-1-amine hydrochloride Cl.BrC1=CC=CC=2C(=NOC21)C2=C(C=CC=C2)[C@H](CC2=NC=CC=C2)N